FC1(CC1)C(=O)N[C@H](C(=O)N1[C@@H](C[C@H](C1)O)C(=O)NCC1=C(C=C(C=C1)C1=C(N=CS1)C)OCC=O)C(C)(C)C (2S,4R)-1-((S)-2-(1-fluorocyclopropane-1-carboxamido)-3,3-dimethyl-butanoyl)-4-hydroxy-N-(4-(4-methylthiazol-5-yl)-2-(2-oxoethoxy)benzyl)pyrrolidine-2-carboxamide